3,5-bis(4-bromophenyl)-1,2,4-oxadiazole BrC1=CC=C(C=C1)C1=NOC(=N1)C1=CC=C(C=C1)Br